1-methyl-2,6-diphenyl-4-piperidone CN1C(CC(CC1C1=CC=CC=C1)=O)C1=CC=CC=C1